COC(C(=CC1=CC=CC=C1)C=1N=NN(C1)CC1=CC=CC=C1)=O (1-benzyl-1H-1,2,3-triazol-4-yl)cinnamic acid methyl ester